(3r,5r)-3-amino-5-((S)-1-(4-fluorophenyl)-1,2,3,4-tetrahydroisoquinoline-2-carbonyl)tetrahydrofuran-3-carboxylic acid N[C@]1(CO[C@H](C1)C(=O)N1[C@H](C2=CC=CC=C2CC1)C1=CC=C(C=C1)F)C(=O)O